N-[(1S)-1-{[(3S)-3-Hydroxypyrrolidin-1-yl]methyl}-2-methylpropyl]-N-methyl-3-(tri-fluoromethoxy)benzamide O[C@@H]1CN(CC1)C[C@H](C(C)C)N(C(C1=CC(=CC=C1)OC(F)(F)F)=O)C